FC1=CC(=CN1[Si](C(C)C)(C(C)C)C(C)C)B(O)O 5-FLUORO-1-(TRIISOPROPYLSILYL)-PYRROL-3-YLBORONIC ACID